OC1(CCN(CC1)C(=O)OC(C)(C)C)C1=CC2=C(N(C(N2C)=O)C2C(N(C(CC2)=O)CC2=CC=C(C=C2)OC)=O)C=C1 tert-butyl 4-hydroxy-4-[1-[1-[(4-methoxyphenyl)methyl]-2,6-dioxo-3-piperidyl]-3-methyl-2-oxo-benzimidazol-5-yl]piperidine-1-carboxylate